C(C=C)SSC(C)C 1-allyl-2-isopropyldisulfane